O1N=C(C2=C1C=CC=C2)N2N=CC(=C2C(F)(F)F)C(=O)NC=2C=NC(=C(C2)Cl)N2N=CC=N2 1-(benzo[d]isoxazol-3-yl)-N-(5-chloro-6-(2H-1,2,3-triazol-2-yl)pyridin-3-yl)-5-(trifluoromethyl)-1H-pyrazole-4-carboxamide